BrC1=CC(=CC=2N=CSC21)OC 7-bromo-5-methoxybenzo[d]thiazole